FC1=C(CC2(C[C@@H]3[C@@H](CN(C3)CC(=O)C3=NC=C(C=C3)O)C2)O)C=CC=C1F 2-((3aR,5r,6aS)-5-(2,3-difluorobenzyl)-5-hydroxyhexahydrocyclopenta[c]pyrrol-2(1H)-yl)-1-(5-hydroxypyridin-2-yl)ethanone